NC1=NC=C(C(=N1)OC(C)C)C(=O)NC=1C=NN2C1N=CC=C2 2-amino-4-isopropoxy-N-(pyrazolo[1,5-a]pyrimidin-3-yl)pyrimidine-5-carboxamide